2-(4-((1-(4-Tert-butylphenyl)-5-oxo-1,5-dihydro-4H-1,2,4-triazol-4-yl)methyl)-2,6-dimethylphenoxy)-2-methylpropanoic acid ethyl ester C(C)OC(C(C)(C)OC1=C(C=C(C=C1C)CN1C=NN(C1=O)C1=CC=C(C=C1)C(C)(C)C)C)=O